BrC1=C(C=C(C=C1)C)C(C(=O)N)=NO (2-Bromo-5-methylphenyl)-2-(hydroxyimino)acetamide